N1=C(C=CC=C1C=1C2=C(SC1C1=CC(=CC(=C1[O-])C13C[C@]4(C[C@](CC(C1)C4)(C3)C)C)C)C=CC=C2)C=2C3=C(SC2C2=CC(=CC(=C2[O-])C24C[C@]1(C[C@](CC(C2)C1)(C4)C)C)C)C=CC=C3.C[Zr+2]C Dimethyl-zirconium [6,6'-(pyridine-2,6-diylbis(benzo[b]thiophene-3,2-diyl))bis(2-((1r,3r,5s,7r)-3,5-dimethyladamantan-1-yl)-4-methylphenolate)]